NC=1NC(C(=C(N1)N)NC(=O)NC=1C=C(C(=NC1)C(=O)N[C@H](C(=O)OC)C(C)C)F)=O methyl (2S)-2-[(5-{[(2,4-diamino-6-oxo-1,6-dihydropyrimidin-5-yl) carbamoyl] amino}-3-fluoropyridin-2-yl) formylamino]-3-methylbutanoate